C(C)(C)(C)OC(=O)NC1=C(C=CC=C1)NC(=O)C1=CC=C(C=C1)NC(CCCCCCCCOCC(=O)O)=O 2-((9-((4-((2-((tert-butoxycarbonyl)amino)phenyl)carbamoyl)phenyl)amino)-9-oxononyl)oxy)acetic acid